COC(COC([C@@H](NC(=O)OC(C)(C)C)C)=O)C (S)-(tert-Butoxycarbonyl)-L-alanine 2-methoxypropyl ester